4-((3-bromo-2,4-difluorophenyl)amino)-N-(3-((1,2,3,4-tetrahydroacridin-9-yl)amino)propyl)quinazoline-7-carboxamide BrC=1C(=C(C=CC1F)NC1=NC=NC2=CC(=CC=C12)C(=O)NCCCNC=1C2=CC=CC=C2N=C2CCCCC12)F